N-(propan-2-yl)-3,6-dihydroimidazo[4,5-d]pyrrolo[2,3-b]pyridine-8-carboxamide hydrochloride Cl.CC(C)NC(=O)C1=CNC2=NC=C3C(=C21)N=CN3